(5-(difluoromethyl)-1-ethyl-1H-1,2,3-triazol-4-yl)methanol FC(C1=C(N=NN1CC)CO)F